Oct-6-ene-6-carboxylic acid ethyl ester C(C)OC(=O)C(CCCCC)=CC